(S)-2-amino-3-(3'-methoxy-[1,1'-biphenyl]-3-yl)propanoic acid N[C@H](C(=O)O)CC=1C=C(C=CC1)C1=CC(=CC=C1)OC